7-bromo-8-fluoro-3-oxo-3,4-dihydro-2H-benzo[b][1,4]oxazine-6-carboxylic acid methyl ester COC(=O)C1=CC2=C(OCC(N2)=O)C(=C1Br)F